(4,6-dimethoxy-1,3,5-triazin-2-yl)-(2-octyloxy-2-oxoethyl)dimethylammonium COC1=NC(=NC(=N1)OC)[N+](C)(C)CC(=O)OCCCCCCCC